N-(2-bromo-6-chlorophenyl)-2-((6-(4-(2-hydroxyethyl)piperazin-1-yl)-2-methylpyrimidin-4-yl)amino)thiazole-5-carboxamide BrC1=C(C(=CC=C1)Cl)NC(=O)C1=CN=C(S1)NC1=NC(=NC(=C1)N1CCN(CC1)CCO)C